3-(7-Methyl-1H-indazol-5-yl)-2-{[4-(2-oxo-1,4-dihydro-2H-quinazolin-3-yl)-piperidine-1-carbonyl]-amino}-propionic acid (S)-1-pyridin-4-yl-ethyl ester N1=CC=C(C=C1)[C@H](C)OC(C(CC=1C=C2C=NNC2=C(C1)C)NC(=O)N1CCC(CC1)N1C(NC2=CC=CC=C2C1)=O)=O